N-(7-bromo-3-cyclobutylpyrazolo[1,5-a]pyridin-2-yl)-3-hydroxy-3-methylbutanamide BrC1=CC=CC=2N1N=C(C2C2CCC2)NC(CC(C)(C)O)=O